N1=CC=CC2=C1C1=C(O2)C=CC=C1 benzofuro[2,3]pyridine